2-(2,6-dioxopiperidin-3-yl)-5-((1r,3r)-3-(4-(2-(4-((3-methyl-1,2,4-thiadiazol-5-yl)oxy)phenyl)propan-2-yl)phenoxy)cyclobutyl)aminoisoindolin-1,3-dione O=C1NC(CCC1N1C(C2=CC=C(C=C2C1=O)NC1CC(C1)OC1=CC=C(C=C1)C(C)(C)C1=CC=C(C=C1)OC1=NC(=NS1)C)=O)=O